N=1CC(C=C2C1C1=C(CCCCCCC2)N=CC=C1)=O dipyridocycloundecane-3-one